Cl.FC(C1=NC=CC=C1CN1N=CC(=C1)CN)(F)F (1-((2-(trifluoromethyl)pyridin-3-yl)methyl)-1H-pyrazol-4-yl)methylamine hydrochloride